ClC=1C=NC(=C(C(=O)NC2CCC(CC2)CN2C(N(C3=C2C=CC=C3)C3=C2C=CN=CC2=CC=C3)=O)C1)C 5-chloro-N-((1r,4r)-4-((3-(isoquinolin-5-yl)-2-oxo-2,3-dihydro-1H-benzo[d]imidazol-1-yl)methyl)cyclohexyl)-2-methylnicotinamide